O=C1N(C(CC1)=O)CCCCCC(=O)OCCCCCCC heptyl 6-(2,5-dioxopyrrolidin-1-yl)hexanoate